(3s,5s)-3-aminomethyl-6-hydroxy-5-methyl-hexanoic acid NC[C@H](CC(=O)O)C[C@@H](CO)C